monohydroxyethyl 1,2-cyclohexanedicarboxylate C1(C(CCCC1)C(=O)[O-])C(=O)OCCO